bis(monononylphenyl)-dinonylphenyl phosphite P(OC1=C(C(=C(C(=C1)C1=CC=C(C=C1)CCCCCCCCC)C1=CC=C(C=C1)CCCCCCCCC)CCCCCCCCC)CCCCCCCCC)([O-])[O-]